dimethyl-2-chloro-3-methoxycarbonylbicyclo[1.1.1]pentane-1-carboxylic acid CC1C2(C(C1(C2C)C(=O)OC)Cl)C(=O)O